pyridine hexafluorophosphate salt F[P-](F)(F)(F)(F)F.N1=CC=CC=C1